C(C1=CC=CC=C1)OC([C@@H](CC(=O)O)NC(=O)OC(C)(C)C)=O (R)-4-(benzyloxy)-3-(tert-butoxycarbonylamino)-4-oxobutanoic acid